(S)-ethyl 4-cyano-3-methoxybutyrate C(#N)C[C@@H](CC(=O)OCC)OC